2-(benzofuran-6-carbonyl)-5,7-dichloro-1,2,3,4-tetrahydroisoquinoline-6-ol O1C=CC2=C1C=C(C=C2)C(=O)N2CC1=CC(=C(C(=C1CC2)Cl)O)Cl